(R)-N-(1-(6,7-Difluoro-1-oxo-1,2-dihydroisoquinolin-4-yl)ethyl)-3-(difluoromethyl)-N-methylbenzamide FC=1C=C2C(=CNC(C2=CC1F)=O)[C@@H](C)N(C(C1=CC(=CC=C1)C(F)F)=O)C